C[C@]1(C(NCC1)=O)N1N=C(N=N1)C=1C(=NC=CC1)NC1=CC=C(C=C1)C(F)(F)F (3S)-3-methyl-3-[5-[2-[4-(trifluoromethyl)anilino]-3-pyridinyl]tetrazol-2-yl]pyrrolidin-2-one